o-bromotoluene CC1=CC=CC=C1Br